NC1=C(C=C(C=N1)NC(C(=O)N1[C@H](CC[C@@H](C1)C)C=1C=CC2=C(N=C(S2)C2CC(N(C(C2)(C)C)C)(C)C)C1)=O)CC N-(6-amino-5-ethylpyridin-3-yl)-2-((2R,5S)-5-methyl-2-(2-(1,2,2,6,6-pentamethylpiperidin-4-yl)benzo[d]thiazol-5-yl)piperidin-1-yl)-2-oxoacetamide